pentamethyl-1,3-diethylcyanobenzene CC1(C(C(C(C=C1)(CC)C)(C#N)C)(CC)C)C